C(C1=CC=CC=C1)OC(=O)NCC(=O)O 2-(((benzyloxy)carbonyl)amino)acetic acid